(R)-1-(3-chloro-2-methylphenyl)ethan-1-amine ClC=1C(=C(C=CC1)[C@@H](C)N)C